FC=1C=C(C=CC1N1C(C(CCC1)NC(=O)NC1=CC=C(C=C1)C)=O)C1=CC=CC=C1 (1-(3-fluoro-[1,1'-biphenyl]-4-yl)-2-oxopiperidin-3-yl)-3-(p-tolyl)urea